dodecaphenylpentasiloxane C1(=CC=CC=C1)[Si](O[Si](O[Si](O[Si](O[Si](C1=CC=CC=C1)(C1=CC=CC=C1)C1=CC=CC=C1)(C1=CC=CC=C1)C1=CC=CC=C1)(C1=CC=CC=C1)C1=CC=CC=C1)(C1=CC=CC=C1)C1=CC=CC=C1)(C1=CC=CC=C1)C1=CC=CC=C1